(5R)-4-(bicyclo[1.1.1]pentan-1-ylamino)-2-chloro-6,7-dihydrothieno[3,2-d]pyrimidine-5-oxide C12(CC(C1)C2)NC=2C1=C(N=C(N2)Cl)CC[S@]1=O